methyl (S)-2-amino-3-(2-fluorophenyl)propanoate hydrochloride Cl.N[C@H](C(=O)OC)CC1=C(C=CC=C1)F